N-{(1S)-1-cyclohexyl-2-oxo-2-[(2-oxospiro[indoline-3,4'-tetrahydropyran]-6-yl)amino]-ethyl}-2-propylpyrazole-3-carboxamide C1(CCCCC1)[C@@H](C(NC1=CC=C2C(=C1)NC(C21CCOCC1)=O)=O)NC(=O)C=1N(N=CC1)CCC